methyl 5-aminobenzo[d][1,3]dioxole-4-carboxylate NC1=C(C2=C(OCO2)C=C1)C(=O)OC